8-Oxa-2-aza-spiro[4.5]decane-2-carboxylic acid (7-cyclohexyl-4-methoxy-thiazolo[4,5-c]pyridin-2-yl)-amide C1(CCCCC1)C=1C2=C(C(=NC1)OC)N=C(S2)NC(=O)N2CC1(CC2)CCOCC1